COC1=NC=NN2C1=C(C=C2)C=2C=C1C(=NC2)N=C(N1C1CN(C1)C(C)=O)C 1-(3-(6-(4-methoxypyrrolo[2,1-f][1,2,4]triazin-5-yl)-2-methyl-1H-imidazo[4,5-b]pyridin-1-yl)azetidin-1-yl)ethan-1-one